N[C@H](C)C=1C=C(C=C2C(N(C(=NC12)C1=NC=C(C=C1)F)C)=O)F (R)-8-(1-aminoethyl)-6-fluoro-2-(5-fluoropyridin-2-yl)-3-methylquinazolin-4(3H)-one